tert-butyl N-[2-oxo-2-[3-[[1-(1,3-benzothiazol-2-yl)-2-(3-carbamimidoylphenyl)ethyl]sulfamoyl]anilino]ethyl]carbamate O=C(CNC(OC(C)(C)C)=O)NC1=CC(=CC=C1)S(NC(CC1=CC(=CC=C1)C(N)=N)C=1SC2=C(N1)C=CC=C2)(=O)=O